4-(6-{6-[(6-methoxypyridin-3-yl)methyl]-3,6-diazabicyclo[3.1.1]heptan-3-yl}pyridin-3-yl)-6-(1,4-oxaazepan-4-yl)pyrazolo[1,5-a]pyridine-3-carbonitrile COC1=CC=C(C=N1)CN1C2CN(CC1C2)C2=CC=C(C=N2)C=2C=1N(C=C(C2)N2CCOCCC2)N=CC1C#N